bis(3,4-epoxy-6-methylcyclohexylmethyl)adipate CC1CC2C(CC1COC(CCCCC(=O)OCC1CC3C(CC1C)O3)=O)O2